FC1=CC(=C(C(=C1)C)C=1CCCC2=C(C1C1=CC=C(C=C1)C=C1CN(C1)CCCF)C=CC(=C2)C(=O)O)C 8-(4-fluoro-2,6-dimethylphenyl)-9-(4-((1-(3-fluoropropyl)azetidin-3-ylidene)methyl)phenyl)-6,7-dihydro-5H-benzo[7]annulene-3-carboxylic acid